ClC1=C(OCCN2N=CC(=C2C(C)C)C(=O)OCC)C=C(C=C1F)F Ethyl 1-(2-(2-chloro-3,5-difluorophenoxy) ethyl)-5-isopropyl-1H-pyrazole-4-carboxylate